ClC=1C=CC=2C3=C(C(C2C1)(C)C)C=CC=1C2=C(SC13)C=CC=C2 9-chloro-7,7-dimethyl-7H-benzo[b]fluoreno[3,4-d]thiophene